C(C=C)[Si](OCCOC)(OCCOC)OCCOC allyltris(β-methoxyethoxy)silane